methyl (4-(7,10-dihydroxy-6,11-dioxo-6,11-dihydrobenzo[f]naphtho[2,3-b][1,4]oxazepin-12(13H)-yl)benzoyl)glycinate OC1=CC=C(C=2C(C3=C(OC4=C(CN3C3=CC=C(C(=O)NCC(=O)OC)C=C3)C=CC=C4)C(C12)=O)=O)O